ClC=1C=C(C=CC1CC(=C)C1=CC=C(C=C1)Cl)O 3-chloro-4-(2-(4-chlorophenyl)allyl)phenol